C(#N)C1=CC=2C(=CN=C(C2)CC2CCN(CC2)C(=O)OC(C)(C)C)O1 tert-butyl 4-((2-cyanofuro[2,3-c]pyridin-5-yl)methyl)piperidine-1-carboxylate